C1(CCCCC1)S(=O)(=O)C1=CC=C(C=C1)C1CN(C1)C(=O)N1C[C@H](CC1)C1=CN=NN1 [3-(4-Cyclohexylsulfonylphenyl)azetidin-1-yl]-[(3S)-3-(1H-triazol-5-yl)pyrrolidin-1-yl]methanone